ClC1=C2C=C(N(C2=CC=C1Cl)C)C(=O)NC1(COC1)C1=CC=C(C=C1)[C@H](C(=O)O)C |r| (±)-2-{4-[3-(4,5-dichloro-1-methyl-1H-indole-2-amido)oxetan-3-yl]phenyl}propanoic acid